FC1(CC2(C1)CCC2)F 2,2-difluorospiro[3.3]heptane